[Br-].CCCCCCCCCCCCCCCC Hexadecane Bromide